The molecule is an omega-hydroxy fatty acid ascaroside that is oscr#20 in which the pro-R hydrogen beta to the carboxy group is replaced by a hydroxy group. It is a metabolite of the nematode Caenorhabditis elegans. It has a role as a Caenorhabditis elegans metabolite. It is an omega-hydroxy fatty acid ascaroside, a 3-hydroxy carboxylic acid and a monocarboxylic acid. It derives from an oscr#20 and a (3R)-3,12-dihydroxylauric acid. It is a conjugate acid of a bhos#20(1-). C[C@H]1[C@@H](C[C@H]([C@@H](O1)OCCCCCCCCC[C@H](CC(=O)O)O)O)O